C(C)(C)(C)OC(=O)NC1CCC(CC1)N(C(OC(C)(C)C)=O)[C@H]1[C@@H](C1)C1=CN=C(S1)C1=CC(=CC=C1)NS(=O)(=O)C1=C(C=CC=C1)C#N tert-butyl (4-((tert-butoxycarbonyl)amino)cyclohexyl)((trans)-2-(2-(3-(2-cyanophenylsulfonamido)phenyl)thiazol-5-yl)cyclopropyl)carbamate